C(C)(C)C=1C=C(C=CC1)[C@@]12CN(C[C@H]2C1)C(=O)C1CC2(C1)NC(OC2)=O (2s,4s)-2-((1r,5s)-1-(3-isopropylphenyl)-3-azabicyclo[3.1.0]hexane-3-carbonyl)-7-oxa-5-azaspiro[3.4]octane-6-one